butylene difuranate O1C(=CC=C1)C(=O)OCCCCOC(=O)C=1OC=CC1